O-((6,6-dimethyl-1,4-dioxan-2-yl) methyl) S-methyldithiocarbonate C[SH-]C(OCC1OC(COC1)(C)C)=S